ClC1=C(C2=C(NC(O[C@@]23CN(CCC3)C(=O)C3=NC(=NN3)\C(=C/OC)\C3=CC=CC=C3)=O)C=C1)F (R,Z)-6-Chloro-5-fluoro-1'-(3-(2-methoxy-1-phenylvinyl)-1H-1,2,4-triazole-5-carbonyl)spiro[benzo[d][1,3]oxazine-4,3'-piperidin]-2(1H)-one